COC1=CC=C(CNC(=O)NC2CC3(CN(C3)C(C3=CC(=CC=C3)N3CCCC3)=O)C2)C=C1 1-(4-methoxybenzyl)-3-(2-(3-(pyrrolidin-1-yl)benzoyl)-2-azaspiro[3.3]hept-6-yl)urea